tert-butyl-(2S,3S)-1-fluoro-3-methylpentane-2-carbamate C(C)(C)(C)OC(N[C@H](CF)[C@H](CC)C)=O